2-({2-[4-(2-hydroxyethoxy)pyridin-2-yl]-5H,6H,7H-cyclopenta[d]pyrimidin-4-yl}(methyl)amino)-N-(5-methylpyrazin-2-yl)acetamide OCCOC1=CC(=NC=C1)C=1N=C(C2=C(N1)CCC2)N(CC(=O)NC2=NC=C(N=C2)C)C